tert-butyl 3-(2-methoxy-1-methyl-2-oxo-ethyl)pyrrolidine-1-carboxylate COC(C(C)C1CN(CC1)C(=O)OC(C)(C)C)=O